2-acetamido-L-rhamnose C(C)(=O)N[C@@](C=O)(O)[C@H](O)[C@@H](O)[C@@H](O)C